NC1=CC=2C(C3=CC=CC=C3C2C=C1)(C)C 2-Amino-9,9-dimethylfluorene